(2R)-3-{2-[4,6-bis(trifluoromethyl)-1,3,5-triazin-2-yl]-6-chloro-2,3,4,9-tetrahydro-1H-pyrido[3,4-b]indol-1-yl}-2-methylpropanenitrile FC(C1=NC(=NC(=N1)C(F)(F)F)N1C(C=2NC3=CC=C(C=C3C2CC1)Cl)C[C@H](C#N)C)(F)F